C(C)C1=CC=C(C=N1)C1=NN2C(N=CC=C2)=C1C(=O)N[C@@H]1C(NC2=C(C(=N1)C1=CC=CC=C1)C=CC=C2)=O 2-(6-Ethylpyridin-3-yl)-N-[(3S)-2-oxo-5-phenyl-1,3-dihydro-1,4-benzodiazepin-3-yl]pyrazolo[1,5-a]pyrimidine-3-carboxamide